ClC1=CC=C(C=C1)C1(OC1)C(C)C1CC1 2-(4-chlorophenyl)-2-(1-cyclopropylethyl)-oxirane